isopentyl-5-oxooctahydro-3aH-3,6-methanopyrrolo[3,2-b]pyridine C(CC(C)C)N1CC2C3NC(C(CC31)C2)=O